OCCCNC(OCC1C2=CC=CC=C2C=2C=CC=CC12)=O 9H-fluoren-9-ylmethyl (3-hydroxypropyl)carbamate